Cl.CN(CCCN=C=NCC)C 1-(3-Dimethylaminopropyl)-3-ethylcarbodiimid-hydrochlorid